C1(CC1)N(CCCCCCCSC1=C2CN(C(C2=CC=C1)=O)C1C(NC(CC1)=O)=O)C 3-(4-((7-(cyclopropyl(methyl)amino)heptyl)thio)-1-oxoisoindolin-2-yl)piperidine-2,6-dione